FC([C@@]12CCN(C[C@H]2C1)C1=C(C(=O)NC2=NC(=NC(=C2)C)N2CCC(CC2)(F)F)C=CC(=C1)S(NCCO)(=O)=O)F 2-((1S,6R)-6-(difluoromethyl)-3-azabicyclo[4.1.0]heptan-3-yl)-N-(2-(4,4-difluoropiperidin-1-yl)-6-methylpyrimidin-4-yl)-4-(N-(2-hydroxyethyl)sulfamoyl)benzamide